isothiocyanatobutylbenzene N(=C=S)CCCCC1=CC=CC=C1